7,12-diphenylbenzo[K]fluoranthene-3-boronic acid C1(=CC=CC=C1)C1=C2C(=C(C=3C=4C=CC(=C5C=CC=C(C13)C54)B(O)O)C5=CC=CC=C5)C=CC=C2